4-(((4-bromophenoxy)methyl)phenyl)-1,2,4-oxadiazole-5-carboxylic acid ethyl ester C(C)OC(=O)C1N(C=NO1)C1=C(C=CC=C1)COC1=CC=C(C=C1)Br